(1s,3s)-3-(1H-pyrazolo[3,4-b]pyridin-1-yl)cyclobutyl 4-nitrobenzoate [N+](=O)([O-])C1=CC=C(C(=O)OC2CC(C2)N2N=CC=3C2=NC=CC3)C=C1